ClC=1C=C(C=C(C1)NS(=O)(=O)C)NC(=O)C=1C=NN(C1)C1=C(C=C(C=C1C)F)OCC1=CC(=CC(=C1)S(=O)(=O)C)F N-(3-chloro-5-methanesulfonamidophenyl)-1-{4-fluoro-2-[(3-fluoro-5-methanesulfonylphenyl)methoxy]-6-methylphenyl}-1H-pyrazole-4-carboxamide